C(#N)C1=C(C=CC=C1)[C@H]([C@@H](C)C=1N(C(C(=C(N1)C(=O)NC=1C=NOC1)O)=O)C)C1=NN=NN1C 2-((1s,2r)-1-(2-cyanophenyl)-1-(1-methyl-1H-tetrazol-5-yl)propan-2-yl)-5-hydroxy-N-(isoxazol-4-yl)-1-methyl-6-oxo-1,6-dihydropyrimidine-4-carboxamide